(1S,4S)-quinuclidin-3-ol N12CC(C(CC1)CC2)O